N1(CCCCC1)C(=O)OOC=1C=C2CN(C(C2=CC1)=O)C1C(N(C(CC1)=O)COCC[Si](C)(C)C)=O (2-(2,6-dioxo-1-((2-(trimethylsilyl) ethoxy) methyl) piperidin-3-yl)-1-oxoisoindolin-5-yloxy) piperidine-1-carboxylate